1,1,1,3,3,3-hexafluoropropan-2-yl (+)-1-((2-(trifluoromethyl)pyrimidin-4-yl)carbamoyl)-6-azaspiro[2.5]octane-6-carboxylate FC(C1=NC=CC(=N1)NC(=O)C1CC12CCN(CC2)C(=O)OC(C(F)(F)F)C(F)(F)F)(F)F